C(C=1C(C(=O)[O-])=CC=CC1)(=O)[O-] cis-phthalate